2-(methyl-amino)adenine CNC1=NC(=C2NC=NC2=N1)N